7-((5-chloropyridin-2-yl)methyl)-1-(3-hydroxypropyl)-3-methyl-8-phenoxy-1H-purine-2,6(3H,7H)-dione ClC=1C=CC(=NC1)CN1C(=NC=2N(C(N(C(C12)=O)CCCO)=O)C)OC1=CC=CC=C1